3-((2-cyclopropyl-4-(trifluoromethyl)phenoxy)methyl)benzoic acid C1(CC1)C1=C(OCC=2C=C(C(=O)O)C=CC2)C=CC(=C1)C(F)(F)F